5-[2-[4-(pentafluoro-λ6-sulfanyl)phenoxy]-3-pyridyl]-1-pyrrolidin-3-yl-pyridin-2-one FS(C1=CC=C(OC2=NC=CC=C2C=2C=CC(N(C2)C2CNCC2)=O)C=C1)(F)(F)(F)F